ClC1=CC(=C(C(=C1)C(C)C)NC(=O)NS(=O)(=O)N1CCOCC1)C(C)C N-((4-Chloro-2,6-diisopropylphenyl)carbamoyl)-morpholin-4-sulfonamid